6-chloro-N-[(2-morpholinophenyl)methyl]pyridazine-4-carboxamide ClC1=CC(=CN=N1)C(=O)NCC1=C(C=CC=C1)N1CCOCC1